tert-butyl 2-((benzyloxy)methyl)-2-(3-bromo-2-fluorophenyl)-7-hydroxy-6,6-dimethylheptanoate C(C1=CC=CC=C1)OCC(C(=O)OC(C)(C)C)(CCCC(CO)(C)C)C1=C(C(=CC=C1)Br)F